2-bromo-N-(6-(4-fluorophenyl)-2-(2-morpholinoethyl)-2H-indazol-5-yl)thiazole-4-carboxamide BrC=1SC=C(N1)C(=O)NC1=CC2=CN(N=C2C=C1C1=CC=C(C=C1)F)CCN1CCOCC1